C(C1=CC=CC=C1)OC[C@H]1OCC(CCN(C1)C(=O)OC(C)(C)C)O tert-butyl (2S)-2-[(benzyloxy)methyl]-7-hydroxy-1,4-oxazocane-4-carboxylate